FC=1C(=CC(=NC1)OC)C1=CC(=NN1COCC[Si](C)(C)C)C(=O)N1C(CC(C(C1)C)C(=O)NC1CCC(CC1)(C(F)(F)F)O)C 1-[5-(5-fluoro-2-methoxypyridin-4-yl)-1-[[2-(trimethylsilyl)ethoxy]methyl]pyrazole-3-carbonyl]-2,5-dimethyl-N-[(1r,4r)-4-hydroxy-4-(trifluoromethyl)cyclohexyl]piperidine-4-carboxamide